C(C1=CC=CC=C1)OC(=O)N1[C@H](CCC1)C=1SC=C(N1)C(=O)OCC (R)-ethyl 2-(1-((benzyloxy)carbonyl)pyrrolidin-2-yl)thiazole-4-carboxylate